C(C)(=O)NC1=NN(C=C1)C(=O)N1CCC2(CN(C2)CC2=CC(=C(C(=O)N)C=C2)C(F)(F)F)CC1 4-((7-(3-Acetamido-1H-pyrazole-1-carbonyl)-2,7-diazaspiro[3.5]nonan-2-yl)methyl)-2-(trifluoromethyl)benzamide